(4S)-1-[(1S,3S)-3-(difluoromethoxy)cyclopentyl]-5,5-difluoro-3-(trifluoromethyl)-1H,4H,5H,6H-cyclopenta[c]pyrazol-4-ol FC(O[C@@H]1C[C@H](CC1)N1N=C(C2=C1CC([C@H]2O)(F)F)C(F)(F)F)F